tert-butyl N-[2-[1-[1-(2,6-dibenzyloxy-3-pyridyl)-6-fluoro-3-methyl-2-oxo-benzimidazol-5-yl]-4-piperidyl]ethyl]carbamate C(C1=CC=CC=C1)OC1=NC(=CC=C1N1C(N(C2=C1C=C(C(=C2)N2CCC(CC2)CCNC(OC(C)(C)C)=O)F)C)=O)OCC2=CC=CC=C2